NC1=C(C(=O)NC2CCC(CC2)(C)O)C=C(C=N1)C1=C(C=C(C=C1)CN1[C@@H](CCC1)C)Cl 2-amino-5-(2-chloro-4-(((R)-2-methylpyrrolidin-1-yl)methyl)phenyl)-N-((1R,4R)-4-hydroxy-4-methylcyclohexyl)nicotinamide